(Z)-2,3-dicyanoprop-1-en-1-olate C(#N)\C(=C/[O-])\CC#N